N1=C(C=CC=2CCCNC12)CCCC(=O)O 4-(5,6,7,8-tetrahydro-1,8-naphthyridin-2-yl)butyric acid